FC=1C=2N(C=C(C1)NC(=O)C=1C=CC(=C3C=CN=NC13)N1CCN(CC1)C(=O)OC(C)(C)C)C=C(N2)C tert-butyl 4-[8-([8-fluoro-2-methylimidazo[1,2-a]pyridin-6-yl]carbamoyl)cinnolin-5-yl]piperazine-1-carboxylate